3,5,7-trihydroxychroman-4-one OC1COC2=CC(=CC(=C2C1=O)O)O